1-benzyl-4-bromo-1,2,3,6-tetrahydropyridine C(C1=CC=CC=C1)N1CCC(=CC1)Br